C(C)SC(=C(C(=O)NC1=CC=CC=C1)C(C)=O)SCC 2-(bis(ethylthio)methylene)-3-oxo-N-phenylbutanamide